2-(Trimethylsilyl)ethyl 4-(4-(3-(benzyloxy)-2-nitrophenoxy)butyl)piperazine-1-carboxylate C(C1=CC=CC=C1)OC=1C(=C(OCCCCN2CCN(CC2)C(=O)OCC[Si](C)(C)C)C=CC1)[N+](=O)[O-]